Iron dichloride palladium [Pd].[Fe](Cl)Cl